(2R,3S,5R)-5-(8-amino-2-fluoro-9H-purin-9-yl)-2-ethynyl-3-hydroxytetrahydro-furan NC=1N(C2=NC(=NC=C2N1)F)[C@H]1C[C@@H]([C@H](O1)C#C)O